C(C1=CC=CC=C1)OCCCN1N=C(C=C1C=1N=CN(C1)C)C 1-[3-(benzyloxy)propyl]-3-methyl-5-(1-methyl-1H-imidazol-4-yl)-1H-pyrazole